(R/S)-exo-3-carbamoyl-2-azabicyclo[2.2.1]heptane-2-carboxylic acid tert-butyl ester C(C)(C)(C)OC(=O)N1[C@@H]2CCC(C1C(N)=O)C2 |r|